C(C)OC=1C=C(C(=O)NC(C(N2CC=CCC2C=2C=NC=CC2)=O)CC2=CC=CC=C2)C=CC1 3-ethoxy-N-(1-oxo-3-phenyl-1-(6-(pyridin-3-yl)-5,6-dihydropyridin-1(2H)-yl)propan-2-yl)benzamide